BrC=1C=C(N2C1C=NC(=C2)C)C(=O)NCC2=C(C=C(C=C2)OC)OC 8-bromo-N-[(2,4-dimethoxyphenyl)methyl]-3-methyl-pyrrolo[1,2-a]pyrazine-6-carboxamide